methyl 2-chloro-6-methyl-pyrimidine-4-carboxylate ClC1=NC(=CC(=N1)C(=O)OC)C